1-hydroxy-3-chloro-6-methylphenazine OC1=CC(=CC2=NC3=C(C=CC=C3N=C12)C)Cl